C(C)(C)(C)OC(=O)NC(=NS(=O)(=O)C(F)(F)F)NC(=O)OC(C)(C)C N,N'-di-tert-butoxycarbonyl-N''-(trifluoromethylsulfonyl)guanidine